C(C1=CC=CC=C1)(=O)C1=C(C(=O)C2=CC=CC=C2)C=CC=C1 2-benzoyl-benzophenone